6-(cyano(phenyl)methyl)-3,6-diazabicyclo[3.1.1]heptane-3-carboxylic acid tert-butyl ester C(C)(C)(C)OC(=O)N1CC2N(C(C1)C2)C(C2=CC=CC=C2)C#N